P(=O)(OCC(CCCC)CC)(OCC(CCCC)CC)OC1=CC=CC=C1 di(2-ethylhexyl) phenyl phosphate